tert-butyl 3-bromo-6-methoxy-1H-indole-1-carboxylate BrC1=CN(C2=CC(=CC=C12)OC)C(=O)OC(C)(C)C